N-octadecyl-2-phenyl-3-benzyloxy-quinolin-4-one C(CCCCCCCCCCCCCCCCC)N1C(=C(C(C2=CC=CC=C12)=O)OCC1=CC=CC=C1)C1=CC=CC=C1